1-(6-chloro-5-fluoro-3-pyridyl)ethanol ClC1=C(C=C(C=N1)C(C)O)F